methyl 5-fluoro-2-((4-fluoro-2-methyl-phenyl)amino)-4-(trifluoromethyl)-benzoate FC=1C(=CC(=C(C(=O)OC)C1)NC1=C(C=C(C=C1)F)C)C(F)(F)F